5-bromo-2-(pyridin-3-yl)-2H-indazole BrC1=CC2=CN(N=C2C=C1)C=1C=NC=CC1